4-(3-chlorophenyl)-2,6-diphenylpyrimidine ClC=1C=C(C=CC1)C1=NC(=NC(=C1)C1=CC=CC=C1)C1=CC=CC=C1